ClC1=CC2=C(C=N1)C(=NN2C2OCCCC2)N(C2CN(CC2)C(=O)OC(C)(C)C)C tert-butyl 3-((6-chloro-1-(tetrahydro-2H-pyran-2-yl)-1H-pyrazolo[4,3-c]pyridin-3-yl)(methyl)amino)pyrrolidine-1-carboxylate